(5-fluoro-1-(1-(4-(propan-2-ylidene)cyclohexyl)piperidin-4-yl)-3-(pyrrolidin-1-ylmethyl)-1H-indol-2-yl)methyl carbamate C(N)(OCC=1N(C2=CC=C(C=C2C1CN1CCCC1)F)C1CCN(CC1)C1CCC(CC1)=C(C)C)=O